C=1C=CC2=COC=3C=CC=CC3C21 Cyclopenta[c]Chromene